3-(4-bromo-3,6-dimethyl-2-oxo-benzoimidazol-1-yl)piperidine-2,6-dione BrC1=CC(=CC=2N(C(N(C21)C)=O)C2C(NC(CC2)=O)=O)C